C[C@@H]1N(C[C@@H](CC1)NC1=NC=C(C=N1)C(F)(F)F)C(=O)NNC1=NC=CC=C1 (2S,5R)-2-methyl-N'-(pyridin-2-yl)-5-((5-(trifluoromethyl)pyrimidin-2-yl)amino)piperidine-1-carbohydrazide